5,5-dimethyl-5,6-dihydro-4H-pyrrolo[1,2-b]pyrazole-3-carboxylic acid methyl ester COC(=O)C1=C2N(N=C1)CC(C2)(C)C